(S)-N-(7-(2-(1,1-dioxidothiomorpholino)ethoxy)-5-methyl-4-oxo-2,3,4,5-tetrahydrobenzo[b][1,4]oxazepin-3-yl)-4-(3-fluorobenzyl)-1H-pyrazole-1-carboxamide O=S1(CCN(CC1)CCOC1=CC2=C(OC[C@@H](C(N2C)=O)NC(=O)N2N=CC(=C2)CC2=CC(=CC=C2)F)C=C1)=O